1-nonadecanoyl-2-docosanoyl-glycero-3-phospho-(1'-sn-glycerol) CCCCCCCCCCCCCCCCCCCCCC(=O)O[C@H](COC(=O)CCCCCCCCCCCCCCCCCC)COP(=O)(O)OC[C@H](CO)O